FC=1C=C2CCCN(C2=CC1)C(=O)[C@H]1N(C([C@@H]2[C@H]1OC(O2)(C)C)=O)C2=NC(=CC(=C2)C(F)(F)F)C (3aS,6S,6aS)-6-(6-fluoro-1,2,3,4-tetrahydroquinoline-1-carbonyl)-2,2-dimethyl-5-(6-methyl-4-(trifluoromethyl)pyridin-2-yl)tetrahydro-4H-[1,3]dioxolo[4,5-c]pyrrol-4-one